isopropyl (2S)-6-diazo-2-((2S)-2-(methylsulfinyl)-3-phenylpropanamido)-5-oxohexanoate [N+](=[N-])=CC(CC[C@@H](C(=O)OC(C)C)NC([C@H](CC1=CC=CC=C1)S(=O)C)=O)=O